NC1=NC2=CC(=C(C=C2C=C1CO)C(=O)O)F 2-amino-7-fluoro-3-(hydroxymethyl)quinoline-6-carboxylic acid